N-(2,6-dichloro-4'-(cyclopropylsulfonyl)-[1,1'-biphenyl]-4-yl)-2-(4-(ethylsulfonyl)phenyl)-3-hydroxypropionamide ClC1=C(C(=CC(=C1)NC(C(CO)C1=CC=C(C=C1)S(=O)(=O)CC)=O)Cl)C1=CC=C(C=C1)S(=O)(=O)C1CC1